CN(CCCNC(=O)C=1SC=2N=CN=C(C2N1)N1CCC2=CC=CC=C12)C N-[3-(dimethylamino)propyl]-7-indolin-1-yl-thiazolo[5,4-d]pyrimidine-2-carboxamide